Methyl 3-(4-(4,4,5,5-tetramethyl-1,3,2-dioxaborolan-2-yl)phenyl)cyclobutane-1-carboxylate CC1(OB(OC1(C)C)C1=CC=C(C=C1)C1CC(C1)C(=O)OC)C